CC(COC1=CC=C(C=C1)CN)C ([4-(2-methylpropyloxy)phenyl]methyl)amine